8,17-bis(6-amino-9H-purin-9-yl)-9,18-difluoro-3,12-dihydroxy-2,4,7,11,16-pentaoxa-3λ5,12λ5-diphosphatricyclo[13.3.0.06,10]octadec-13-ene-3,12-dione NC1=C2N=CN(C2=NC=N1)C1OC2COP(OC3C(C(OC3C=CP(OC2C1F)(=O)O)N1C2=NC=NC(=C2N=C1)N)F)(=O)O